C(C)C(C(=O)[O-])CCCC.[Ni+2].C(C)C(C(=O)[O-])CCCC nickel 2-ethylhexanoate